1,3-bis(methoxymethyl)urea COCNC(=O)NCOC